O1CCN(CC1)CC(=O)OCC ethyl 2-morpholinoacetate